FC1(C(N(C(C(O1)(F)F)(F)F)C(C(F)(F)F)C(C1OCCC1)(F)F)(F)F)F 2,2,3,3,5,5,6,6-octafluoro-4-(1,1,1,3,3-pentafluoro-3-(tetrahydrofuran-2-yl)propan-2-yl)morpholine